4-{[6-(5-chloro-2-fluorophenyl)-2H,3H,4H-pyrido[3,2-b][1,4]oxazin-8-yl]amino}-N-[2-(morpholin-4-yl)ethyl]pyridine-3-carboxamide ClC=1C=CC(=C(C1)C=1C=C(C=2OCCNC2N1)NC1=C(C=NC=C1)C(=O)NCCN1CCOCC1)F